N1C(CCCC1)C(=O)OC(C)(C)C Tert-butyl 2-piperidinecarboxylate